CC1=C(C(=CC(=C1)C=CC1=CC=C(C=C1)F)C)O 2,6-dimethyl-4-[2-(4-fluorophenyl)ethenyl]phenol